1-(2-((2,6-dimethylphenyl)amino)-2-oxoethyl)-2,6-dimethylpyridin-1-ium CC1=C(C(=CC=C1)C)NC(C[N+]1=C(C=CC=C1C)C)=O